C(#N)C=1C=CC(=C(C1)NS(=O)(=O)C=1C=C(C(=O)O)C=CC1C1CC1)N1CC(CCC1)(F)F 3-(N-(5-cyano-2-(3,3-difluoropiperidin-1-yl)phenyl)sulfamoyl)-4-cyclopropylbenzoic acid